C(CCC)C1=NOC(O1)=O 3-Butyl-1,4,2-dioxazol-5-one